tert-Butyl-3-({5-[4-fluoro-3-(methylcarbamoyl)-1H-indazol-6-yl]-2-methoxypyridin-3-yl}formamido)-2,2-dimethylpropanoat C(C)(C)(C)OC(C(CNC(=O)C=1C(=NC=C(C1)C1=CC(=C2C(=NNC2=C1)C(NC)=O)F)OC)(C)C)=O